methyl 4-mercaptobutanoate SCCCC(=O)OC